C(C)(C)C=1C(=NNC1C=1C=C(C=2N(C1)C=CN2)OC)C=2SC(=CN2)C2CCN(CC2)CCC 2-(4-isopropyl-5-(8-methoxyimidazo[1,2-a]pyridin-6-yl)-1H-pyrazol-3-yl)-5-(1-propylpiperidin-4-yl)thiazole